1-(1-cyclopropylethyl)-1H-pyrazole-4-carboxylic acid C1(CC1)C(C)N1N=CC(=C1)C(=O)O